2-amino-N-(4-hydroxy-bicyclo[2.2.2]oct-1-yl)-5-(2-(1-(tetrahydro-2H-pyran-4-yl)piperidin-4-yl)-2H-indazol-5-yl)nicotinamide NC1=C(C(=O)NC23CCC(CC2)(CC3)O)C=C(C=N1)C1=CC3=CN(N=C3C=C1)C1CCN(CC1)C1CCOCC1